C1(=CC(=CC=C1)C(=O)O)C m-toluoic acid